N-[(1S)-1-[[(1S)-2-amino-2-oxo-1-[[(3S)-2-oxo-3-piperidyl]methyl]ethyl]carbamoyl]-3,3-dimethyl-butyl]-6-chloro-1H-indole-2-carboxamide NC([C@H](C[C@H]1C(NCCC1)=O)NC(=O)[C@H](CC(C)(C)C)NC(=O)C=1NC2=CC(=CC=C2C1)Cl)=O